2-({[2-(ethylsulfanyl)-4-methylpyridin-3-yl]methyl}sulfanyl)-3H,5H,6H,7H-cyclopenta[d]pyrimidin-4-one C(C)SC1=NC=CC(=C1CSC=1NC(C2=C(N1)CCC2)=O)C